C(C)OC1=C(C=C(C=C1)C)S(=O)(=O)N 2-ethoxy-5-methylbenzene-1-sulfonamide